C(CCN=CC1=CC=CC=C1)N=CC1=CC=CC=C1 N,N'-(propane-1,3-diyl)bis(1-phenylmethanimine)